(1R,3aS,6aR)-N-((S)-4-hydroxy-3-oxo-1-((R)-2-oxopyrrolidin-3-yl)butan-2-yl)-2-((R)-5-oxo-2-phenylpyrrolidine-2-carbonyl)octahydrocyclopenta[c]pyrrole-1-carboxamide OCC([C@H](C[C@@H]1C(NCC1)=O)NC(=O)[C@@H]1N(C[C@@H]2[C@H]1CCC2)C(=O)[C@]2(NC(CC2)=O)C2=CC=CC=C2)=O